(1R,4R,7R)-2-{2-[1-(cyclopropylmethyl)-6-(pyridine-4-sulfonyl)-1H-indol-2-yl]-7-methoxy-1-methyl-1H-1,3-benzodiazole-5-carbonyl}-2-azabicyclo[2.2.1]heptan-7-amine C1(CC1)CN1C(=CC2=CC=C(C=C12)S(=O)(=O)C1=CC=NC=C1)C1=NC2=C(N1C)C(=CC(=C2)C(=O)N2[C@@H]1CC[C@H](C2)[C@H]1N)OC